tert-butyl (3S)-3-(aminomethyl)piperidine-1-carboxylate NC[C@H]1CN(CCC1)C(=O)OC(C)(C)C